2-Bromo-7a,8,9,10-tetrahydro-7H-pyrrolizino[2,3-c]quinoline BrC=1C=C2C3=C(C=NC2=CC1)CC1CCCN13